C(C(C)C)OC1=C(C=CC=2NC(OC(C21)=O)=O)C 5-isobutoxy-6-methyl-2H-benzo[d][1,3]oxazine-2,4(1H)-dione